FC(O[C@@H]1[C@H](CCC1)N(C(C(N)=O)=O)CC1=NC=C(C=C1)C(F)(F)F)F N'-[(1S,2S)-2-(difluoromethoxy)cyclopentyl]-N'-[[5-(trifluoromethyl)-2-pyridyl]methyl]oxamide